FC1=CC=C(C=C1)[C@@H]1N(CCC2=CC=CC=C12)C=1O[C@@]2(CN1)CN(CC2)CCC(F)(F)F (R)-2-((S)-1-(4-fluorophenyl)-3,4-dihydroisoquinolin-2(1H)-yl)-7-(3,3,3-trifluoropropyl)-1-oxa-3,7-diazaspiro[4.4]non-2-ene